OCC1CCC(CC1)CO 1,4-Bis(hydroxymethyl)cyclohexane